OC=1C=C(C#N)C=CC1C1=NN=C(C2=CC=CC=C12)N[C@H]1CN(CCC1)C1CCOCC1 (R)-3-hydroxy-4-(4-((1-(tetrahydro-2H-pyran-4-yl)piperidin-3-yl)amino)phthalazin-1-yl)benzonitrile